4g-3,4-ethylenedioxythiophene C1OC2=CSC=C2OC1